6-[1-(2,2-difluoroethyl)-3-methyl-1H-pyrazolo[3,4-d]pyrimidin-6-yl]-2-[2-methyl-4-(trifluoromethyl)pyrimidin-5-yl]-2,6-diazaspiro[3.4]octane FC(CN1N=C(C=2C1=NC(=NC2)N2CC1(CN(C1)C=1C(=NC(=NC1)C)C(F)(F)F)CC2)C)F